7-(cyclopropyl(5-(3,3-difluoropyrrolidine-1-carbonyl)pyridin-2-yl)amino)-2-methyl-[1,2,4]triazolo[4,3-a]pyridin-3(2H)-one C1(CC1)N(C1=CC=2N(C=C1)C(N(N2)C)=O)C2=NC=C(C=C2)C(=O)N2CC(CC2)(F)F